C(CCCCC)C(C(=O)OCCCCC(CN(CCCCN(CCCN)CC(CCCCOC(C(CCCCCCCC)CCCCCC)=O)O)CCCN)O)CCCCCCCC (butane-1,4-diylbis((3-aminopropyl)azanediyl))bis(5-hydroxyhexane-6,1-diyl) bis(2-hexyldecanoate)